(Z)-1-fluoro-2-iodo-ethene F\C=C/I